OC1(C2=CC=CC=C2C=2C=CC=CC12)C#CC1=C(C=O)C=CC=C1 2-((9-hydroxy-9H-fluoren-9-yl)ethynyl)benzaldehyde